COCOC1=C(C=CC(=C1)C=1C=NN(C1)C1OCCCC1)C=1SC2=C(N1)SC(=N2)N([C@@H]2C[C@@H](NCC2)CO)C ((2R,4S)-4-((5-(2-(methoxymethoxy)-4-(1-(tetrahydro-2H-pyran-2-yl)-1H-pyrazol-4-yl)phenyl)thiazolo[5,4-d]thiazol-2-yl)(methyl)amino)piperidin-2-yl)methanol